BrC=1C=CC2=C(C=C(S2)NC(=O)C23CC4(CC(CC(C2)C4)(C3)C)C)C1 N-(5-bromo-1-benzothien-2-yl)-3,5-dimethyladamantane-1-carboxamide